N1C=C(C2=CC=CC=C12)CNC(=O)C=1SC=CC1NC(C1=CC(=C(C=C1)O)Cl)=O N-((1H-indol-3-yl)methyl)-3-(3-chloro-4-hydroxybenzamido)thiophene-2-carboxamide